NC=1N=CC(=NC1OC=1C=NN(C1)C1CCN(CC1)C)C1=CC(=C(CNS(=O)(=O)C)C=C1)C N-(4-(5-amino-6-((1-(1-methylpiperidin-4-yl)-1H-pyrazol-4-yl)oxy)pyrazin-2-yl)-2-methylbenzyl)methanesulfonamide